7-(2,4-difluorophenyl)-N,N-dimethyl-5-[(2R,4S)-2-(2-methyl-4-pyridyl)tetrahydropyran-4-yl]thiazolo[4,5-d]pyrimidin-2-amine FC1=C(C=CC(=C1)F)C=1C2=C(N=C(N1)[C@@H]1C[C@@H](OCC1)C1=CC(=NC=C1)C)N=C(S2)N(C)C